6-(difluoromethyl)thieno[2,3-b]Pyridine FC(C1=CC=C2C(=N1)SC=C2)F